((2-(((S)-3,3-dimethyl-1-oxo-1-((S)-2-(thiazol-2-ylcarbamoyl)pyrrolidin-1-yl)butan-2-yl)carbamoyl)benzo[b]thiophen-5-yl)difluoromethyl)phosphonic acid CC([C@@H](C(N1[C@@H](CCC1)C(NC=1SC=CN1)=O)=O)NC(=O)C1=CC2=C(S1)C=CC(=C2)C(F)(F)P(O)(O)=O)(C)C